COCCN1C=NC2=CC=C(C=C2C1=O)NC(=O)NC1=CC=C(C=C1)C(=O)N1CCCC1 1-(3-(2-methoxyethyl)-4-oxo-3,4-dihydroquinazolin-6-yl)-3-(4-(pyrrolidine-1-carbonyl)phenyl)urea